1-ethyl-3,4-dehydropyrrolidone CCN1CC=CC1=O